N1(CCCCCCC1)C=1C2=C(N=C(N1)OCC1(CC1)CN1CCN(CC1)C(=O)OC(C)(C)C)C(=C(N=C2)C2=CC(=CC1=CC=C(C(=C21)CC)F)OCOC)F tert-butyl 4-((1-(((4-(azocan-1-yl)-7-(8-ethyl-7-fluoro-3-(methoxymethoxy)naphthalen-1-yl)-8-fluoropyrido[4,3-d]pyrimidin-2-yl)oxy)methyl)cyclopropyl)methyl)piperazine-1-carboxylate